methyl-2-(4-(ethylsulfonyl)phenyl)ethanol CC(CC1=CC=C(C=C1)S(=O)(=O)CC)O